4-(1-(cyclopropylmethyl)-2-methyl-4-nitro-1H-benzo[d]imidazol-6-yl)-3,5-dimethylisoxazole C1(CC1)CN1C(=NC2=C1C=C(C=C2[N+](=O)[O-])C=2C(=NOC2C)C)C